2-[4-Chloro-5-(2-chloro-4-(methylsulfonimidoyl)phenyl)-1H-imidazol-2-yl]-5-fluoro-pyridine ClC=1N=C(NC1C1=C(C=C(C=C1)S(=O)(=N)C)Cl)C1=NC=C(C=C1)F